CC1=CC=CC(=N1)C1=C(N=CN1)C=1C=C2C=C(C=NC2=CC1)C1=CC=C(S1)C(=O)O[C@@H]1CN(CC1)C (S)-1-methylpyrrolidin-3-yl 5-(6-(5-(6-methylpyridin-2-yl)-1H-imidazol-4-yl)quinolin-3-yl)thiophene-2-carboxylate